2-[4-({[(4-methoxyphenyl)methyl]amino}carbonylamino)phenyl]-N-(1-methylazetidin-3-yl)acetamide COC1=CC=C(C=C1)CNC(=O)NC1=CC=C(C=C1)CC(=O)NC1CN(C1)C